CC=1N=NN(C1COC=1C=C2CCN(CC2=CN1)C(CC)=O)C=1C=NC(=CC1)C 1-(6-{[4-methyl-1-(6-methylpyridin-3-yl)-1H-1,2,3-triazol-5-yl]methoxy}-1,2,3,4-tetrahydro-2,7-naphthyridin-2-yl)propan-1-one